3-(4-chloro-1-(methylamino)-2,3-dihydro-1H-inden-5-yl)-6-((1-(3-cyclopropyl-3-phenylpropionyl)-4-hydroxypiperidin-4-yl)methyl)isothiazolo[4,3-d]pyrimidin-7(6H)-one ClC1=C2CCC(C2=CC=C1C=1SN=C2C1N=CN(C2=O)CC2(CCN(CC2)C(CC(C2=CC=CC=C2)C2CC2)=O)O)NC